benzyl 2-((acetylthio)methyl)-7,8-dihydro-4H-pyrazolo[1,5-a][1,4]diazepine-5(6H)-carboxylate C(C)(=O)SCC1=NN2C(CN(CCC2)C(=O)OCC2=CC=CC=C2)=C1